C(C1=CC=CC=C1)S(=O)(=O)OC1=CC=C(C=C1)NC(NC1=CC=C(C=C1)OS(=O)(=O)CC1=CC=CC=C1)=O bis-[4-(benzylsulfonyloxy)phenyl]urea